4-(2-Fluoro-6-methoxy-3-(trifluoromethyl)phenyl)-6-methyl-N-(5-(((tetrahydro-2H-pyran-3-yl)oxy)methyl)-1,3,4-thiadiazol-2-yl)nicotinamide FC1=C(C(=CC=C1C(F)(F)F)OC)C1=CC(=NC=C1C(=O)NC=1SC(=NN1)COC1COCCC1)C